5-(3-chloro-4-fluorobenzyl)-8-isopropyl-2-(pyridazin-3-yl)-2,5,8-triazaspiro[3.5]nonane-6,9-dione ClC=1C=C(CN2C3(CN(C3)C=3N=NC=CC3)C(N(CC2=O)C(C)C)=O)C=CC1F